COC=1C=C2CN(CC2=CC1OC)C(\C=C\C1=C(N=C2N1C=CC=C2)C=2C=NC=CC2)=O (E)-1-(5,6-dimethoxyisoindolin-2-yl)-3-(2-(pyridin-3-yl)imidazo[1,2-a]pyridin-3-yl)prop-2-en-1-one